[3-(dimethylamino) propyl]-2-methyl-7-oxo-9-{6-[(1-oxohexadecyl) oxy] hexyl}-2,6-diaza-8-oxapentadecan-15-yl hexadecanoate C(CCCCCCCCCCCCCCC)(=O)OC(CCCCCC(OC(NCCCN(C)C)=O)CCCCCCOC(CCCCCCCCCCCCCCC)=O)CCCN(C)C